6-(3,4-dimethylphenyl)-2-(3-fluorophenyl)-3-oxo-2,3-dihydropyridazine-4-carbonyl chloride CC=1C=C(C=CC1C)C=1C=C(C(N(N1)C1=CC(=CC=C1)F)=O)C(=O)Cl